(2-(4-cyclopropylpiperazin-1-yl)pyrimidin-5-yl)boronic acid C1(CC1)N1CCN(CC1)C1=NC=C(C=N1)B(O)O